2-methylbenzene-1,4-diyl bis{4-[4-(acryloyloxy)butoxy]-3,5-dimethylbenzoate} C(C=C)(=O)OCCCCOC1=C(C=C(C(=O)OC2=C(C=C(C=C2)OC(C2=CC(=C(C(=C2)C)OCCCCOC(C=C)=O)C)=O)C)C=C1C)C